4-(pyrrolidin-1-ylmethyl)-1-(5-(6-ethoxy-1H-pyrazolo[3',4':3,4]pyrazolo[1,5-a]pyridin-4-yl)pyridin-2-yl)-N-isobutylpiperidine-4-carboxamide N1(CCCC1)CC1(CCN(CC1)C1=NC=C(C=C1)C=1C=2N(C=C(C1)OCC)N=C1C2C=NN1)C(=O)NCC(C)C